C(C1=CC=CC=C1)OC(N[C@H]1CN(CC1)C1=NC=NC=2CC(CCC12)=O)=O (R)-(1-(7-oxo-5,6,7,8-tetrahydroquinazolin-4-yl)pyrrolidin-3-yl)carbamic acid benzyl ester